1-(4-(4-chloro-2-(4-cyclopropyl-piperazin-1-yl)benzyl)piperazine-1-carbonyl)-1H-pyrazole-3-carboxylic acid ClC1=CC(=C(CN2CCN(CC2)C(=O)N2N=C(C=C2)C(=O)O)C=C1)N1CCN(CC1)C1CC1